5-(3-chloro-6-cyano-5-cyclopropoxy-2-fluorophenyl)-1-(difluoromethyl)-1H-pyrazole ClC=1C(=C(C(=C(C1)OC1CC1)C#N)C1=CC=NN1C(F)F)F